dimethyl-1H-indole-3-carboxamide CC=1N(C2=CC=CC=C2C1C(=O)N)C